2-Chloro-3-fluoro-5-(piperidin-1-yl)pyridine ClC1=NC=C(C=C1F)N1CCCCC1